methyl (t-butoxycarbonyl)-L-valyl-phenylpropionate C(C)(C)(C)OC(=O)N[C@@H](C(C)C)C(=O)C(C(=O)OC)(C)C1=CC=CC=C1